COC1=CC=C(CN2N=NC(=C2OC2=CC=C(C=C2)N2CCOCC2)C(=O)OC)C=C1 methyl 1-(4-methoxybenzyl)-5-(4-morpholinophenoxy)-1H-1,2,3-triazole-4-carboxylate